N-{3-[(2,5-difluoro[biphenyl]-3-yl)methyl]-2-[2-hydroxy(2H4)propanoyl]-2-azabicyclo[3.1.1]heptan-4-yl}ethanesulfonamide FC1=C(C=C(C=C1CC1N(C2CC(C1NS(=O)(=O)CC)C2)C(C(C([2H])([2H])[2H])(O)[2H])=O)F)C2=CC=CC=C2